ClCCOC(C1=C(C=CC=C1)N)=O 2-aminobenzoic acid chloroethyl ester